ClC=1C=C2C(C(=C(OC2=CC1)C(=O)NCC=1C=NC=NC1)C(C1=CC(=C(C=C1)OC)OC)=O)=O 6-Chloro-3-(3,4-dimethoxybenzoyl)-4-oxo-N-(pyrimidin-5-ylmethyl)-4H-chromene-2-carboxamide